N,N'-disalicylidene-1,2-diaminopropane C(C=1C(O)=CC=CC1)=NCC(C)N=CC=1C(O)=CC=CC1